2-(5-(4-(1,4-dioxaspiro[4.5]dec-8-yl)piperazin-1-yl)-6-aminopyridazin-3-yl)phenol O1CCOC12CCC(CC2)N2CCN(CC2)C=2C=C(N=NC2N)C2=C(C=CC=C2)O